C1(CC1)C(=O)N1CC(CC1)(C)NC(=O)[C@@H]1CCC=2C(=NN(C2C1)C(C)C)C1=C(C=CC(=C1)OC(F)F)F (6R)-N-(1-(cyclopropanecarbonyl)-3-methylpyrrolidin-3-yl)-3-(5-(difluoromethoxy)-2-fluorophenyl)-1-isopropyl-4,5,6,7-tetrahydro-1H-indazole-6-carboxamide